ClC1=C(\C=N\O[C@@H](C(=O)OC)C)C=C(C(=C1)F)N1C(N(C(N(C1=O)C)=S)C)=O methyl (2R)-2-({(E)-[2-chloro-5-(3,5-dimethyl-2,6-dioxo-4-sulfanylidene-1,3,5-triazinan-1-yl)-4-fluorobenzylidene]amino}oxy)propanoate